O1CCC2=C1C=CC(=C2)C=2N=C(NC2)C2N(CCCC2)C(C(C)SC)=O 1-(2-(4-(2,3-dihydrobenzofuran-5-yl)-1H-imidazol-2-yl)piperidin-1-yl)-2-(methylthio)propan-1-one